O=C1NC(CCC1N1C(N(C2=C1C=CC=C2C#CCN2CCC1(CN(C1)C(=O)OC(C)(C)C)CC2)C)=O)=O tert-butyl 7-(3-(1-(2,6-dioxopiperidin-3-yl)-3-methyl-2-oxo-2,3-dihydro-1H-benzo[d]imidazol-4-yl) prop-2-yn-1-yl)-2,7-diazaspiro[3.5]nonane-2-carboxylate